C(C)OCCN=[N+]=[N-] ethoxy-ethyl azide